4-hydroxypyridin-2(1H)-one OC1=CC(NC=C1)=O